3-fluoro-N-(4-fluoro-3-{5-[(2-methylpropyl)amino]-2H-pyrazolo[3,4-b]pyridin-2-yl}phenyl)azetidine-1-carboxamide FC1CN(C1)C(=O)NC1=CC(=C(C=C1)F)N1N=C2N=CC(=CC2=C1)NCC(C)C